O[C@@H]1[C@H](O)[C@H](O)[C@H](O1)CO alpha-ribose